(Z)-N-benzyl-3-fluoro-3-indol-1-yl-acrylamide tert-butyl-(3S)-4-[6,7-dichloro-2-oxo-1-[2-(pentafluoro-λ6-sulfanyl)phenyl]pyrido[2,3-d]pyrimidin-4-yl]-3-methyl-piperazine-1-carboxylate C(C)(C)(C)OC(=O)N1C[C@@H](N(CC1)C=1C2=C(N(C(N1)=O)C1=C(C=CC=C1)S(F)(F)(F)(F)F)N=C(C(=C2)Cl)Cl)C.C(C2=CC=CC=C2)NC(\C=C(\N2C=CC1=CC=CC=C21)/F)=O